N-(methyl-d3)-N-((1-methyl-3-(7-morpholino-5-(3-(m-tolyl)-1H-pyrazol-1-yl)furo[3,2-b]pyridin-2-yl)-1H-pyrazol-5-yl)methyl)methanamine-d3 C(N(C([2H])([2H])[2H])CC1=CC(=NN1C)C1=CC2=NC(=CC(=C2O1)N1CCOCC1)N1N=C(C=C1)C=1C=C(C=CC1)C)([2H])([2H])[2H]